C1CCC(CC1)OCC(CO)O cyclohexylglycerin